C(C)N1C(C2=NC(=CC=C2C1)NC1=C(C=C(C(=C1)C)I)C1OCCC1)=O 6-ethyl-2-((4-iodo-5-methyl-2-(tetrahydrofuran-2-yl)phenyl)amino)-5,6-dihydro-7H-pyrrolo[3,4-b]pyridin-7-one